FC=1C=C(C(=O)NC2=C(C=C(C(=C2)C=2C=NC(=NC2)N2CCOCC2)F)N2C[C@H](N([C@H](C2)C)C)C)C=C(C1)C(F)(F)F 3-fluoro-N-[4-fluoro-5-(2-morpholin-4-ylpyrimidin-5-yl)-2-[(3R,5S)-3,4,5-trimethylpiperazin-1-yl]phenyl]-5-(trifluoromethyl)benzamide